(isopropyl)(trimethylsilyl)aminodichlorosilane C(C)(C)[Si](Cl)(Cl)N[Si](C)(C)C